[C@@H](C)(CC)NC=1C2=C(N=C(N1)NC1=CC=C(C3=C1OCCO3)C(=O)N3CCOCC3)NC=C2C(F)(F)F (R)-(8-((4-(sec-butylamino)-5-(trifluoromethyl)-7H-pyrrolo[2,3-d]pyrimidin-2-yl)amino)-2,3-dihydrobenzo[b][1,4]dioxin-5-yl)(morpholino)methanone